O1CCCC2=CC=CC=C12 chromane